2-((7-Methyl-[1,2,4]triazolo[1,5-a]pyridin-6-yl)amino)-4-(1-methoxyethyltetrahydropyran-3-yl)-8,9-dihydro-7H-pyrido[1,2,3-gh]purin-5(4H)-one CC1=CC=2N(C=C1NC1=NC3=C4N(C(N(C4=N1)C1C(OCCC1)C(C)OC)=O)CCC3)N=CN2